F[P-](F)(F)(F)(F)F.NC(=O)N.NC(=O)N.NC(=O)N.NC(=O)N tetraurea hexafluorophosphate